(S)-5-Amino-4-(5-(((1R,2S)-2-((4-(difluoromethoxy)cyclohexyl)amino)cyclohexyl)methyl)-1-oxoisoindolin-2-yl)-5-oxopentanoic acid NC([C@H](CCC(=O)O)N1C(C2=CC=C(C=C2C1)C[C@@H]1[C@H](CCCC1)NC1CCC(CC1)OC(F)F)=O)=O